O1N=C(C2=C1C=CC=C2)C2=C(C=CC=C2)[C@H](CC2=NC(=CC=C2)C=2OC=CN2)N (S)-1-[2-(Benzo[d]isoxazol-3-yl)phenyl]-2-[6-(oxazol-2-yl)pyridine-2-yl]ethan-1-amine